CN(CC(=O)O)CC(=O)O (methylimino)diacetic acid